C1(CC1)C1=NC(=C2N1CCN(C2)C(C)=O)N2CCCC1=CC(=CC=C21)C=2C=NN(C2)C2CCOCC2 1-(3-cyclopropyl-1-(6-(1-(tetrahydro-2H-pyran-4-yl)-1H-pyrazol-4-yl)-3,4-dihydroquinolin-1(2H)-yl)-5,6-dihydroimidazo[1,5-a]pyrazin-7(8H)-yl)ethan-1-one